C(C1=CC=CC=C1)OC1=C(C=C(C=C1C(=O)O)OCC1=CC=CC=C1)CS(=O)(=O)CC1=C(C(=CC(=C1)OCC1=CC=CC=C1)C(=O)O)OCC1=CC=CC=C1 bis(2,5-dibenzyloxy-3-carboxyphenylmethyl)sulfone